aminopropyl-tris(trimethylsiloxy)silane NCCC[Si](O[Si](C)(C)C)(O[Si](C)(C)C)O[Si](C)(C)C